N1=C(C=CC=C1)CCN1C(=NC2=C1C=CC=C2)CCN 2-(1-(2-(pyridin-2-yl)ethyl)-1H-benzo[d]imidazol-2-yl)ethan-1-amine